tert-butyl 4-[4-(ethoxycarbonyl)-1-[(trimethylsilyl)methyl]-1H-1,2,3-triazol-5-yl]piperidine-1-carboxylate C(C)OC(=O)C=1N=NN(C1C1CCN(CC1)C(=O)OC(C)(C)C)C[Si](C)(C)C